N-methyldi(n-butyl)amine CN(CCCC)CCCC